tert-butyl 4-((5-(2-(2-aminopyridin-3-yl)-5-(1H-pyrazol-1-yl)-3H-imidazo[4,5-b]pyridin-3-yl)-2,3-dihydro-1H-inden-1-yl)methyl)piperazine-1-carboxylate NC1=NC=CC=C1C1=NC=2C(=NC(=CC2)N2N=CC=C2)N1C=1C=C2CCC(C2=CC1)CN1CCN(CC1)C(=O)OC(C)(C)C